guanyl-O-methylisourea zinc chloride [Cl-].[Zn+2].C(N)(=N)NC(OC)=N.[Cl-]